1-{[2,6-difluoro-4-(4,4,5,5-tetramethyl-1,3,2-dioxaborolan-2-yl)phenoxy]methyl}cyclobutan-1-ol FC1=C(OCC2(CCC2)O)C(=CC(=C1)B1OC(C(O1)(C)C)(C)C)F